CC1(CS1)SSC1(C)CS1 Bis-(β-epithiopropyl) disulfide